FC(C1=NN(C(=C1)S(=O)(=O)C(C)(F)C1CCN(CC1)C1=NOC=C1)C)F 4-(1-((3-(difluoro-methyl)-1-methyl-1H-pyrazol-5-yl)sulfonyl)-1-fluoro-ethyl)-N-(isoxazol-3-yl)piperidine